NC=1C(=NC(=CN1)C1=C(C=CC(=C1)[C@@](C(F)F)(CO)O)C)C(=O)N1[C@H](CCC1)CO (3-amino-6-(5-((S)-1,1-difluoro-2,3-dihydroxypropan-2-yl)-2-methylphenyl)pyrazin-2-yl)((R)-2-(hydroxymethyl)pyrrolidin-1-yl)methanone